N-((6-(4-fluoro-1H-pyrazol-1-yl)pyridin-3-yl)methyl)-2,5-dihydro-1H-pyrrole-1-carboxamide FC=1C=NN(C1)C1=CC=C(C=N1)CNC(=O)N1CC=CC1